chlorophosphorous acid vinylester C(=C)OP(O)Cl